FC(CC[C@@H](C(OC)OC)NC(=O)[C@@H]1[C@H]2C([C@H]2CN1)(C)C)(C)F (1R,2S,5S)-N-((S)-5,5-Difluoro-1,1-dimethoxyhexan-2-yl)-6,6-dimethyl-3-azabicyclo[3.1.0]hexane-2-carboxamide